COC1=CC=C(C=C1)/C=C/C2=CC(=CC(=C2)OC)O 3,4'-dimethoxyresveratrol